C1=C(C=CC2=CC=CC=C12)C1=C(C(=C(C2=CC=CC=C12)C1=C(C=CC2=CC=CC=C12)OC1=CC=C(C2=CC=CC=C12)CO)OC1=CC=C(C2=CC=CC=C12)CO)C1=CC2=CC=CC=C2C=C1 [(bis(naphthalen-2-yl)[1,1'-binaphthalene]-2,2'-diyl)bis(oxynaphthalene-4,1-diyl)]dimethanol